ClC=1C(=C(C=CC1Cl)NC=1C2=C(N=CN1)C=CC(=N2)N2CCN(CC2)C(C=C)=O)F 1-(4-(4-((3,4-Dichloro-2-fluorophenyl)amino)pyrido[3,2-d]pyrimidin-6-yl)piperazin-1-yl)prop-2-en-1-one